CC1C(C(=O)O[C@H]2[C@@H]([C@@H]([C@]3([C@@H]([C@@H]([C@@H]4[C@H]([C@@]3([C@@]2(C)O)O[C@]4(COC(=O)C5=C1C=CN=C5)C)OC(=O)C6=CC=CC=C6)OC(=O)C)OC(=O)C)COC(=O)C)OC(=O)C)OC(=O)C)C The molecule is a sesquiterpene alkaloid that is isolated from Tripterygium wilfordii. It has a role as a plant metabolite. It is an acetate ester, a benzoate ester, a dihydroagarofuran sesquiterpenoid, a macrolide, a pyridine alkaloid and a sesquiterpene alkaloid.